methyl 8-methyl-1,3-dioxo-2-(3,4-dimethylphenyl)-2,3-dihydro-1H-pyrrolo[3,4-c]quinoline-4-carboxylate CC1=CC=2C3=C(C(=NC2C=C1)C(=O)OC)C(N(C3=O)C3=CC(=C(C=C3)C)C)=O